C(C1=CC=CC=C1)(=O)N1C2C(OC(C1)CC2)=O (2s,5s)-5-benzoyl-2-oxa-5-azabicyclo[2.2.2]octan-3-one